4-(4-(3-methyl-1H-pyrazol-1-yl)-2,3-dihydro-1H-pyrrolo[3,2-c]pyridin-6-yl)morpholine CC1=NN(C=C1)C1=NC(=CC2=C1CCN2)N2CCOCC2